[C@@H]1(C[C@H](CCC1)OC1=C(C=C(C(=N)N)C=C1)Cl)OC1=C(C=C(C(=N)N)C=C1)Cl 4,4'-(((1R,3S)-cyclohexane-1,3-diyl)bis(oxy))bis(3-chlorobenzamidine)